(S)-2,2-dimethyl-5-((4-(7-(methylthio)-1-((2-(trimethylsilyl)ethoxy)methyl)-1H-indol-3-yl)-5-(trifluoromethyl)pyrimidin-2-yl)amino)piperidine-1-carboxylic acid tert-butyl ester C(C)(C)(C)OC(=O)N1C(CC[C@@H](C1)NC1=NC=C(C(=N1)C1=CN(C2=C(C=CC=C12)SC)COCC[Si](C)(C)C)C(F)(F)F)(C)C